methyl (2E)-4-[3-(2-{[(1R)-1-[2-(1-methyl-1H-pyrazol-4-yl)quinolin-4-yl]ethyl]carbamoyl}phenyl)propanehydrazido]-4-oxobut-2-enoate CN1N=CC(=C1)C1=NC2=CC=CC=C2C(=C1)[C@@H](C)NC(=O)C1=C(C=CC=C1)CCC(=O)NNC(/C=C/C(=O)OC)=O